NC1=CC=C(OC2=C(C=C(C=C2)C2=C(C=CC=C2)N)C2=CC=CC3=CC=CC=C23)C=C1 4-(4-aminophenoxy)-3-naphthylphenylbenzenamine